COC(C=1C=C(C(=NC1)C(=O)O)C)OC 5-(dimethoxymethyl)-3-methylpicolinic acid